7-bromo-6-chloro-2,3-dihydrobenzofuran BrC1=C(C=CC=2CCOC21)Cl